N[C@@H]1[C@H]2CN([C@@H](C1)C2)C2=NC(=NC=1NC3=C(C=C(C=C3C12)F)N(C(OCOP(=O)(O)O)=O)C)OC=1C=NC(=NC1)C |&1:1| Phosphonooxymethyl 4-((1R,4R,SR)-5-amino-2-azabicyclo[2.2.1]heptan-2-yl)-6-fluoro-2-(2-methylpyrimidin-5-yloxy)-9H-pyrimido[4,5-b]indol-8-yl(methyl)carbamate